dimethoxy-1,3,4,6,7,11b-hexahydro-2H-pyrido[2,1-a]isoquinolin-2-one COC1(C(CCN2C1C1=CC=CC=C1CC2)=O)OC